FC=1C=C(C=C2C=CNC12)OC 7-fluoro-5-methoxy-1H-indole